2,2,2-trifluoro-1-[(2S,5R)-5-methyl-2-phenyl-piperazin-1-yl]ethanone FC(C(=O)N1[C@H](CN[C@@H](C1)C)C1=CC=CC=C1)(F)F